5-chloro-1-(4-fluorobenzyl)-1H-1,2,4-triazole ClC1=NC=NN1CC1=CC=C(C=C1)F